ClC=1C(=C(C(=C(C1)OC1CC1)C#N)C1=C(C=NN1C)C=1C=C2C=C(C=NC2=CC1)C(=O)N)F 6-(5-(3-Chloro-6-cyano-5-cyclopropyloxy-2-fluorophenyl)-1-methyl-1H-pyrazol-4-yl)quinoline-3-carboxamide